tert-butyl-4-[(4,4,5,5-tetramethyl-1,3,2-dioxaborolan-2-yl)methylene]piperidine C(C)(C)(C)N1CCC(CC1)=CB1OC(C(O1)(C)C)(C)C